BrC1=C(C(=O)O)C=CC(=C1)C(C)(C)C 2-Bromo-4-tert-butylbenzoic acid